(4-methoxybenzyl)-2-(methylthio)-7H-pyrrolo[2,3-d]pyrimidine-6-carbaldehyde COC1=CC=C(CC=2C3=C(N=C(N2)SC)NC(=C3)C=O)C=C1